(R)-(1,3-Dimethyl-azetidin-3-yl)-[3-(5-methyl-[1,2,4]oxadiazol-3-yl)-phenyl]-(4-trifluoromethoxy-phenyl)-methanol CN1CC(C1)(C)[C@@](O)(C1=CC=C(C=C1)OC(F)(F)F)C1=CC(=CC=C1)C1=NOC(=N1)C